1-(2,2,2-trifluoroethyl)-7-(2-(trifluoromethyl)pyridin-3-yl)-1H-pyrazolo[4,3-b]pyridine FC(CN1N=CC2=NC=CC(=C21)C=2C(=NC=CC2)C(F)(F)F)(F)F